C(CC1=CC=CC=C1)NCC1=CC=CC=C1 phenethyl-benzylamine